CC1[C@H](N(CC1)C(NC1=CC=C(C=C1)C(C)C)=O)C(=O)NC1=CC=C(C=C1)C1=CC=C(C=C1)C(=O)O |r| 4'-{[(3-trans)-3-methyl-1-{[4-(propan-2-yl)phenyl]carbamoyl}-DL-prolyl]amino}[1,1-biphenyl]-4-carboxylic acid